C1(CC1)S(=O)(=O)C1=CC=C(C=C1)C1=C(C=C(C=C1)N)C(F)(F)F 4'-(cyclopropylsulfonyl)-2-(trifluoromethyl)-[1,1'-biphenyl]-4-amine